4-((4-((4,4-difluoropiperidin-1-yl)methyl)benzyl)thio)-6-fluoro-1-oxoisoindole FC1(CCN(CC1)CC1=CC=C(CSC2=C3C=NC(C3=CC(=C2)F)=O)C=C1)F